CC(COC1=CC=C(C=C1)B(O)O)CCC (4-[(2-METHYLPENTYL)OXY]PHENYL)BORANEDIOL